3-MERCAPTOHEXYLACETAT SC(CCOC(C)=O)CCC